ClC1=CC(=C(C(=C1)F)C=1N=CN(C1)C12CC(C1)(C2)NC(OC(C)(C)C)=O)F tert-butyl {3-[4-(4-chloro-2,6-difluorophenyl)-1H-imidazol-1-yl]bicyclo[1.1.1]pentan-1-yl}carbamate